IC1=CC=C(C=N1)N1C([C@H](CCC1)NC(OC(C)(C)C)=O)=O tert-butyl (S)-(1-(6-iodopyridin-3-yl)-2-oxopiperidin-3-yl)carbamate